O=C1NC(CCC1N1C(C2=CC=CC(=C2C1)NCCN1CCN(CC1)C(=O)OC(C)(C)C)=O)=O tert-Butyl 4-[2-[[2-(2,6-dioxo-3-piperidyl)-1-oxo-isoindolin-4-yl]amino]ethyl]piperazine-1-carboxylate